FC(OC1=C(C=CC(=C1F)F)[C@@H]1[C@@H](O[C@]([C@@H]1C)(C(F)(F)F)C)C(=O)NC1=CC(=NC=C1C)C(=O)N)F (2R,3R,4R,5R)-4-[[3-[2-(Difluoromethoxy)-3,4-difluorophenyl]-4,5-dimethyl-5-(trifluoromethyl)tetrahydrofuran-2-carbonyl]amino]-5-methyl-pyridin-2-carboxamid